ClC=1C=2C(N=C3N(C2C=CC1)C1=CC=CC(=C1C3(C)C)CCO)=O 4-chloro-8-(2-hydroxyethyl)-7,7-dimethylindolo[1,2-a]quinazolin-5(7H)-one